CN([C@H](CCNC(=O)N1C[C@@H](CC1)C1=CC=CC=C1)C1=CSC=C1)C (S)-N-((R)-3-(dimethylamino)-3-(thiophen-3-yl)propyl)-3-phenylpyrrolidine-1-carboxamide